ClC1=C(C(=O)O)C=CC(=N1)C(F)F 2-chloro-6-(difluoromethyl)nicotinic acid